4-(2,4-difluorophenyl)pent-4-enoate FC1=C(C=CC(=C1)F)C(CCC(=O)[O-])=C